ClC1=C(C=CC(=C1)C(F)(F)F)NC(CN1C=2N(C(C(=C1CC)N1CCN(CC1)C(\C=C(\C)/O)=O)=O)N=C(N2)C=2CCOCC2)=O N-[2-chloro-4-(trifluoromethyl)phenyl]-2-[2-(3,6-dihydro-2H-pyran-4-yl)-5-ethyl-6-{4-[(2Z)-3-hydroxybut-2-enoyl]piperazin-1-yl}-7-oxo-[1,2,4]triazolo[1,5-a]pyrimidin-4-yl]acetamide